FC1=CC=C(C=C1)C1SCC(N1C1=C(C=C(C(=O)NC2=CC=C(C=C2)C(F)(F)F)C=C1)C)=O 4-[2-(4-Fluorophenyl)-4-oxo-1,3-thiazolidin-3-yl]-3-methyl-N-[4-(trifluoromethyl)phenyl]benzamide